CC(C)(C)C=1C=C(C=C(C1O)C(C)(C)C)CCCP([O-])([O-])=O.CC(C)(C)C=1C=C(C=C(C1O)C(C)(C)C)CCCP([O-])([O-])=O.[Ca+2].[Ca+2] calcium bis-(((3,5-bis(1,1-dimethylethyl)-4-hydroxyphenyl) methyl)-ethyl phosphonate)